C(C1=CC=CC=C1)OC=1C(=NC(=CC1)C#CCCN1CC2=CC=CC=C2CC1)C(=O)OC Methyl 3-(benzyloxy)-6-(4-(3,4-dihydroisoquinolin-2(1H)-yl)but-1-yn-1-yl)picolinate